5-(4-((1-((1-(3-aminopropyl)-3-(4-(trifluoromethyl)phenyl)-1H-indol-5-yl)methyl)piperidin-4-yl)methyl)piperazin-1-yl)-2-(2,6-dioxopiperidin-3-yl)isoindoline-1,3-dione NCCCN1C=C(C2=CC(=CC=C12)CN1CCC(CC1)CN1CCN(CC1)C=1C=C2C(N(C(C2=CC1)=O)C1C(NC(CC1)=O)=O)=O)C1=CC=C(C=C1)C(F)(F)F